(S)-5-hydroxy-N-(isoxazol-4-yl)-1-methyl-6-oxo-2-(3-(pyridin-2-yl)piperidin-1-yl)-1,6-dihydropyrimidine-4-carboxamide OC1=C(N=C(N(C1=O)C)N1C[C@H](CCC1)C1=NC=CC=C1)C(=O)NC=1C=NOC1